6-amino-2-[(1,3-dimethyl-1H-pyrazol-4-yl)amino]-7-(1H-indol-6-yl)-9-isopropyl-7,9-dihydro-8H-purin-8-one NC1=C2N(C(N(C2=NC(=N1)NC=1C(=NN(C1)C)C)C(C)C)=O)C1=CC=C2C=CNC2=C1